3-(benzo[d][1,3]dioxol-5-yl)-3-(7-(2-(cyclopentylamino)-2-oxoethoxy)naphthalen-2-yl)propanoic acid O1COC2=C1C=CC(=C2)C(CC(=O)O)C2=CC1=CC(=CC=C1C=C2)OCC(=O)NC2CCCC2